[Na].C1=CC=CC2=CC=CC=C12 naphthalene sodium salt